N-(2,2,2-trifluoro-1-(4-(4,4,5,5-tetramethyl-1,3,2-dioxaborolan-2-yl)phenyl)ethyl)acetamide FC(C(C1=CC=C(C=C1)B1OC(C(O1)(C)C)(C)C)NC(C)=O)(F)F